CN(NC(C=C)=O)C acrylic acid dimethyl hydrazide